1-(4-bromophenyl)propane-1,2-dione BrC1=CC=C(C=C1)C(C(C)=O)=O